FC1=C2C(=NC=3N(C2=CC=C1F)C=NN3)C3CCNC1=C(O3)C(=CC=C1)C#CC(C)(C)C (6,7-difluoro-[1,2,4]triazolo[4,3-a]quinazolin-5-yl)-9-(3,3-dimethylbut-1-yn-1-yl)-2,3,4,5-tetrahydrobenzo[b][1,4]oxazepin